O=[14CH]C[C@@H](O)[C@H](O)[C@H](O)CO 2-deoxy[14C]glucose